C1(=CC=CC=C1)[Si](C1=CC=C(C=C1)C)(C1=CC=CC=C1)C1=CC=CC=C1 triphenyl-(p-tolyl)silane